4-(N,N'-dimethylamino)phenylboronic acid CN(C)C1=CC=C(C=C1)B(O)O